[Zn].C(=O)N formamide zinc